sec-butyl 2-((2-(4-methoxyphenyl)prop-1-en-1-yl)oxy)propanoate COC1=CC=C(C=C1)C(=COC(C(=O)OC(C)CC)C)C